C1(=CC=CC=C1)NCCC[SiH](OC)OC N-phenylaminopropyldimethoxysilane